BrC1=CC(=C2C(=CNC2=C1)S(=O)(=O)NC1=C(C=C(C(=C1)F)Cl)F)F 6-bromo-N-(4-chloro-2,5-difluorophenyl)-4-fluoro-1H-indole-3-sulfonamide